tert-butyl 4-[8-fluoro-1-[(8-fluoro-2-methyl-imidazo[1,2-a]pyridin-6-yl)amino]-6-isoquinolyl]piperidine-1-carboxylate FC=1C=C(C=C2C=CN=C(C12)NC=1C=C(C=2N(C1)C=C(N2)C)F)C2CCN(CC2)C(=O)OC(C)(C)C